5-(1,10-phenanthroline-2-yl)-8-quinolinyllithium N1=C(C=CC2=CC=C3C=CC=NC3=C12)C1=C2C=CC=NC2=C(C=C1)[Li]